FC1(CCC(CC1)NC(C(=O)N[C@H](C(N[C@@H](C[C@H]1C(NCC1)=O)C(COC1=C(C(=CC(=C1F)F)F)F)=O)=O)CC(C)C)=O)F N1-(4,4-difluorocyclohexyl)-N2-((S)-4-methyl-1-oxo-1-(((S)-3-oxo-1-((S)-2-oxopyrrolidin-3-yl)-4-(2,3,5,6-tetrafluorophenoxy)butan-2-yl)amino)pentan-2-yl)oxalamide